N-(2-acetoacetoxyethyl)acrylamide C(CC(=O)C)(=O)OCCNC(C=C)=O